glycerol monostearate salt C(CCCCCCCCCCCCCCCCC)(=O)O.OCC(O)CO